C(CCCCCCCCCCCCCCCC)[Mg].[Br] Bromine (heptadecyl)magnesium